2-(4-fluoro-2-methoxy-N-methylbenzamido)-5-oxo-5H-thieno[3,2-b]pyran-6-carboxylic acid FC1=CC(=C(C(=O)N(C)C2=CC=3OC(C(=CC3S2)C(=O)O)=O)C=C1)OC